C(C)(C)C([C@H](N)C(=O)O)O (2S)-β-isopropylserine